C(C)N1CC(CC1)C(C(=O)O)(C1=CC=CC=C1)C1=CC=CC=C1 2-(1-ethylpyrrolidine-3-yl)-2,2-diphenyl-acetic acid